6-(pyridin-4-yl)furo[3,2-d]pyrimidine-2,4-diol N1=CC=C(C=C1)C1=CC=2N=C(N=C(C2O1)O)O